(4-(cyclopropanecarbonyl)piperazin-1-yl)(6-fluoro-4-(2-oxa-7-azaspiro[3.5]nonan-7-yl)quinolin-3-yl)methanone C1(CC1)C(=O)N1CCN(CC1)C(=O)C=1C=NC2=CC=C(C=C2C1N1CCC2(COC2)CC1)F